NC1CN(CC1)C=1C=C2CCN(CC2=CC1)C(=O)NC1=CNC2=CC=C(C=C12)F 6-(3-Aminopyrrolidin-1-yl)-N-(5-fluoro-1H-indol-3-yl)-3,4-dihydroisoquinoline-2(1H)-carboxamide